(3S,4R,8R,9S,10S)-9-(4-bromophenyl)-3,4-dihydroxy-10-[[isopropyl-(methyl)amino]methyl]-N-(4-methoxyphenyl)-1,6-diazabicyclo[6.2.0]decane-6-carboxamide BrC1=CC=C(C=C1)[C@@H]1[C@@H]2CN(C[C@H]([C@H](CN2[C@@H]1CN(C)C(C)C)O)O)C(=O)NC1=CC=C(C=C1)OC